4-[4-(5-chloro-2,2-dimethyl-2,3-dihydro-benzofuran-7-yl)-2,6-difluoro-phenoxy]-butyric acid ClC=1C=C(C2=C(CC(O2)(C)C)C1)C1=CC(=C(OCCCC(=O)O)C(=C1)F)F